1-Boc-4-(3-hydroxypropyl)piperazine C(=O)(OC(C)(C)C)N1CCN(CC1)CCCO